N(C(=N)N)CC(C(=O)O)N 3-guanidino-2-aminopropionic acid